NC1=C(C=C(C(=O)OC)C=C1)NC[C@H]1OCC1 (S)-methyl 4-amino-3-((oxetane-2-ylmethyl)amino)benzoate